7-(1-methylethyl)octahydronaphthalenone CC(C)C1CCC2CCCC(C2C1)=O